2-amino-2-(4-(ethylsulfonyl)phenyl)ethanol NC(CO)C1=CC=C(C=C1)S(=O)(=O)CC